FC(C=1C(=C(C=CC1)[C@@H](C)NC1=CC(=NC2=CC=C(C=C12)[C@]1(CN(CC1)C(=O)N(C)C)OC)[2H])F)F (R)-3-(4-(((R)-1-(3-(difluoromethyl)-2-fluorophenyl)ethyl)amino)quinolin-6-yl-2-d)-3-methoxy-N,N-dimethylpyrrolidine-1-carboxamide